Methyl 3-ethylbicyclo[3.2.0]hept-3-en-6-ylideneacetate C(C)C=1CC2CC(C2C1)=CC(=O)OC